1-(3-Fluoro-4-methoxyphenyl)piperazine FC=1C=C(C=CC1OC)N1CCNCC1